3,6,9,12-tetraoxapentadecane-15-amide CCOCCOCCOCCOCCC(=O)N